CN1N=C2C(C(N(C=3C(=CC=CC23)[N+](=O)[O-])C)([2H])[2H])=N1 2,5-dimethyl-6-nitro-4,5-dihydro-2H-[1,2,3]triazolo[4,5-c]quinoline-4,4-d2